N1=C(C=CC=C1)[C@@H](C)OC(=O)N1CCN(CC1)C=1C=NN2C1C=CC(=C2)C=2C=NN(C2)C (1R)-4-[6-(1-methyl-1H-pyrazol-4-yl)pyrazolo[1,5-a]pyridin-3-yl]piperazine-1-carboxylic acid 1-pyridin-2-ylethyl ester